C(C1=CC=CC=C1)OC1=NN(C=2CCCCC12)C1CCN(CC1)CC1=NC2=C(N1C[C@H]1OCC1)C=C(C=C2)C(=O)O (S)-2-((4-(3-(benzyloxy)-4,5,6,7-tetrahydro-1H-indazol-1-yl)piperidin-1-yl)methyl)-1-(oxetan-2-ylmethyl)-1H-benzo[d]imidazole-6-carboxylic acid